[4-(2-hydroxypropane-2-yl)phenyl]boronic acid OC(C)(C)C1=CC=C(C=C1)B(O)O